FC1=CC(=C(C=C1)N1CN(C(C2=CC(=CC=C12)C(F)(F)F)=O)[C@@H]1[C@H](NC(CC1)=O)C)C 1-(4-fluoro-2-methylphenyl)-3-((2r,3s)-2-methyl-6-oxopiperidin-3-yl)-6-(trifluoromethyl)-2,3-dihydroquinazolin-4(1H)-one